4-((2-cyano-4-fluorophenyl)thio)-6-(1-((1s,4s)-4-((2-hydroxyethyl)(methyl)amino)cyclohexyl)-5-methyl-1H-pyrazol-4-yl)pyrazolo[1,5-a]pyridine-3-carbonitrile C(#N)C1=C(C=CC(=C1)F)SC=1C=2N(C=C(C1)C=1C=NN(C1C)C1CCC(CC1)N(C)CCO)N=CC2C#N